(R)-N-(5-((1,4-dioxan-2-yl)methoxy)-1,3,4-thiadiazol-2-yl)-2'-chloro-5'-methoxy-6-methyl-[4,4'-bipyridine]-3-carboxamide O1[C@H](COCC1)COC1=NN=C(S1)NC(=O)C=1C=NC(=CC1C1=CC(=NC=C1OC)Cl)C